difluoroallyl ketone FC(=CCC(=O)CC=C(F)F)F